(2-{2-[1-(4-Amino-phenyl)-1H-benzimidazol-5-yloxy]-ethoxy}-ethyl)-carbamic acid tert-butyl ester C(C)(C)(C)OC(NCCOCCOC1=CC2=C(N(C=N2)C2=CC=C(C=C2)N)C=C1)=O